O1C=CN=NC=C1 [1,4,5]-OXADIAZEPINE